decyl-methyldiethoxysilane C(CCCCCCCCC)[Si](OCC)(OCC)C